NC=1C2=C(N=CN1)N(C=C2C#CC=2C=CC1=C(N=C(O1)C(C)C)C2)[C@@H]2CN(CC2)C(C=C)=O (S)-1-(3-(4-amino-5-((2-isopropylbenzo[d]oxazol-5-yl)ethynyl)-7H-pyrrolo[2,3-d]pyrimidin-7-yl)pyrrolidin-1-yl)prop-2-en-1-one